dimethyloloctane diacrylate C(C=C)(=O)O.C(C=C)(=O)O.C(O)C(CCCCCCC)CO